C(C)N1N=CC(=C1)C=1C=CC(=C(C1)O)C1=NC=C(N=C1)N(C)[C@@H]1[C@@H]([C@H]2CC[C@@H](C1)N2)F 5-(1-ethyl-1H-pyrazol-4-yl)-2-(5-{[(1R,2R,3S,5S)-2-fluoro-8-azabicyclo[3.2.1]octan-3-yl](methyl)amino}pyrazin-2-yl)phenol